tris(dibenzylideneacetone) di-palladium (0) [Pd].[Pd].C(C1=CC=CC=C1)=CC(=O)C=CC1=CC=CC=C1.C(C1=CC=CC=C1)=CC(=O)C=CC1=CC=CC=C1.C(C1=CC=CC=C1)=CC(=O)C=CC1=CC=CC=C1